C(CCCCCCCCCCCC)(=O)OC(C1=CC=CC=C1)Cl chloro(phenyl)methyl tridecanoate